C(C)(C)(C)OC(=O)N1CCOC[C@@H](C1)C(CNC(C)=O)=O.ClC1=CC(=C(C=C1)C(C#C)=O)F 1-(4-chloro-2-fluorophenyl)prop-2-yn-1-one tert-butyl-(R)-6-(acetylglycyl)-1,4-oxazepane-4-carboxylate